fluoroethanesulfonyl fluoride (rac)-trans-Ethyl-3-(4-(5-(((tert-butyldimethylsilyl)oxy)methyl)-1-methyl-1H-1,2,3-triazol-4-yl)phenoxy)cyclohexanecarboxylate C(C)OC(=O)[C@@H]1C[C@H](CCC1)OC1=CC=C(C=C1)C=1N=NN(C1CO[Si](C)(C)C(C)(C)C)C.FCCS(=O)(=O)F |r|